Glutamic acid, N,N-Diacetic acid, tetrasodium salt [Na+].[Na+].[Na+].[Na+].C(CN([C@@H](CCC(=O)[O-])C(=O)[O-])CC(=O)[O-])(=O)[O-]